4-((2-((trans)-4-(2,4-Difluoro-6-methylphenyl)-cyclohexyl)ethyl)amino)tetrahydro-2H-pyran FC1=C(C(=CC(=C1)F)C)[C@@H]1CC[C@H](CC1)CCNC1CCOCC1